C(=O)(OC(C)(C)C)N1CC2=CC=C(C=C2C1)C1=CC=CC=C1 2-Boc-5-phenylisoindoline